2-[2-ethylsulfonyl-6-[[2-[6-(2,2,2-trifluoroethyl)quinazolin-4-yl]-2,7-diazaspiro[3.5]nonan-7-yl]methyl]-3,4-dihydro-1H-isoquinolin-3-yl]ethanol C(C)S(=O)(=O)N1CC2=CC=C(C=C2CC1CCO)CN1CCC2(CN(C2)C2=NC=NC3=CC=C(C=C23)CC(F)(F)F)CC1